3-(3-iodophenyl)-1-methylazetidin-3-ol IC=1C=C(C=CC1)C1(CN(C1)C)O